2-(2-hydroxy-ethyl)tetrahydrofuran-3,4-diol OCCC1OCC(C1O)O